(S)-2-(3-(3-Chlorobenzyl)-3-methylureido)-3-cyclohexyl-N-((S)-5-(2,3-dihydrobenzo[f][1,4]oxazepin-4(5H)-yl)-1,5-dioxopentan-2-yl)propanamide ClC=1C=C(CN(C(N[C@H](C(=O)N[C@H](C=O)CCC(=O)N2CCOC3=C(C2)C=CC=C3)CC3CCCCC3)=O)C)C=CC1